1-(2,3,4-trifluoro-6-hydroxyphenyl)ethanone FC1=C(C(=CC(=C1F)F)O)C(C)=O